N[C@H]1[C@@H](CN(CC1)C1=C(N=NC2=CC(=C(C=C12)C=1C=C(C(=O)N)C=C(C1)F)Cl)C1=CC(=CC(=C1)C)F)OC 3-{4-[trans-4-Amino-3-methoxypiperidin-1-yl]-7-chloro-3-(3-fluoro-5-methylphenyl)cinnolin-6-yl}-5-fluorobenzamid